2-(5-(2-methylazetidin-1-yl)-6-(trifluoromethyl)pyrimidin-4-yl)pyridine CC1N(CC1)C=1C(=NC=NC1C(F)(F)F)C1=NC=CC=C1